6-(pyridazin-3-yl)-1H-pyrazolo[3,4-d]pyrimidin-4(5H)-one N1=NC(=CC=C1)C=1NC(C2=C(N1)NN=C2)=O